cis-5-amino-3-(4-((5-fluoro-2-methoxybenzamido)methyl)phenyl)-1-(3-(methylamino)cyclohexyl)-1H-pyrazole-4-carboxamide NC1=C(C(=NN1[C@@H]1C[C@@H](CCC1)NC)C1=CC=C(C=C1)CNC(C1=C(C=CC(=C1)F)OC)=O)C(=O)N